OC(C)(C)C1=C2C[C@H](OC3=C(SC(C(N1)=O)=C32)C=3C=NNC3)C (R)-6-(2-hydroxypropan-2-yl)-4-methyl-2-(1H-pyrazol-4-yl)-5,7-dihydro-3-oxa-1-thia-7-azaacenaphthylen-8(4H)-one